FC1=C(C(=C(C(=C1[B-](C1=C(C(=C(C(=C1F)F)F)F)F)(C1=C(C(=C(C(=C1F)F)F)F)F)C1=C(C(=C(C(=C1F)F)F)F)F)F)F)F)F.C(C)(C)C1=CC=C(C=C1)[I+]C1=CC=C(C=C1)C (4-isopropylphenyl)(4-methylphenyl)iodonium tetrakis(pentafluorophenyl)borate